chloro(isopropyl)magnesium lithium chloride [Cl-].[Li+].Cl[Mg]C(C)C